NC=1N=C(C2=C(N1)C=CN(C2=O)CC2=C(C=C(C=C2)CN2CCN(CC2)CCN)OC)N[C@H](CO)CCC (S)-2-amino-6-(4-((4-(2-aminoethyl)piperazin-1-yl)methyl)-2-methoxybenzyl)-4-((1-hydroxypentan-2-yl)amino)pyrido[4,3-d]pyrimidin-5(6H)-one